dimethyl-2-hydroxyethyl-2,3-ditetradecyloxypropyl-ammonium bromide [Br-].C[N+](CC(COCCCCCCCCCCCCCC)OCCCCCCCCCCCCCC)(CCO)C